C(C)(C)(C)OC(=O)N1CCC(CC1)N1N=NC(=C1C)C1=CC=2N(C(=C1)OC(C)C1=NC=C(C=C1F)F)C(=CN2)C#N.C(C)O[Si](CCCNC(C=2C(C(=O)N)=CC=CC2)=O)(OCC)OCC N-[3-(triethoxysilyl)propyl]phthalamide tert-Butyl-4-[4-[3-cyano-5-[1-(3,5-difluoro-2-pyridyl)ethoxy]imidazo[1,2-a]pyridin-7-yl]-5-methyl-triazol-1-yl]piperidine-1-carboxylate